FC(C1=CC=CC=C1)(F)F p-(trifluoromethyl)benzene